methyl (S)-7-methyl-3-(2-oxo-2-(3-oxopiperazin-1-yl)ethyl)-2-(2-(2-oxopyridin-1(2H)-yl)ethyl)-3,7,8,9-tetrahydro-6H-imidazo[4,5-f]quinoline-6-carboxylate C[C@@H]1N(C2=CC=C3C(=C2CC1)N=C(N3CC(N3CC(NCC3)=O)=O)CCN3C(C=CC=C3)=O)C(=O)OC